FC1C(C1)C(=O)NC=1SC2=C(N1)C=CC(=C2)C2=C(C=CC(=C2)N2N=CC=C2)C 2-fluoro-N-(6-(2-methyl-5-(1H-pyrazol-1-yl)phenyl)benzo[d]thiazol-2-yl)cyclopropane-1-carboxamide